C1(CC1)C(CSSSCC(C)C1CC1)C bis(β-cyclopropylpropyl) trisulfide